N-((cis)-3-(5-chloro-2-cyanophenyl)cyclobutyl)-1-((R)-1-(5-hydroxy-4-methyl-6-((1R,5S)-2-oxo-3-azabicyclo[3.1.0]hexan-3-yl)pyridin-3-yl)ethyl)-1H-1,2,3-triazole-4-carboxamide ClC=1C=CC(=C(C1)[C@H]1C[C@H](C1)NC(=O)C=1N=NN(C1)[C@H](C)C=1C=NC(=C(C1C)O)N1C([C@@H]2C[C@@H]2C1)=O)C#N